ClC1=NC=C(C(=C1)N1CCC(CC1)(C)CO)C#CCCN1CCOCC1 (1-(2-chloro-5-(4-morpholinobut-1-yn-1-yl)pyridin-4-yl)-4-methylpiperidin-4-yl)methanol